2,2,2-Trifluoro-1-[3-(7-morpholin-4-yl-quinazolin-4-yl)-phenyl]-1-thiazol-2-ylethanol FC(C(O)(C=1SC=CN1)C1=CC(=CC=C1)C1=NC=NC2=CC(=CC=C12)N1CCOCC1)(F)F